ClC=1C=C2C(=NC(=NC2=C(C1C1=C2C=NNC2=CC=C1C)F)NC1CCN(CC1)C1=NC=CC=N1)N1CCN(CC1)C(C=C)=O 1-(4-(6-chloro-8-fluoro-7-(5-methyl-1H-indazol-4-yl)-2-((1-(pyrimidin-2-yl)piperidin-4-yl)amino)quinazolin-4-yl)piperazin-1-yl)prop-2-en-1-one